2-chloro-N-(1-(2,4-dichlorophenyl)ethyl)-5-(pyridin-3-ylethynyl)pyrimidin-4-amine ClC1=NC=C(C(=N1)NC(C)C1=C(C=C(C=C1)Cl)Cl)C#CC=1C=NC=CC1